OC1=C(C=C(C=C1C)C1(CCCCCCCCCCC1)C1=CC(=C(C(=C1)C)O)C)C 1,1-bis(4-hydroxy-3,5-dimethylphenyl)cyclododecane